ONC(=N)C12CCN(CC1)CC2 N-hydroxy-1-azabicyclo[2.2.2]octane-4-carboximidamide